benzyl (S)-2-(cyanomethyl)-4-(6-(2,3-dihydro-1H-inden-4-yl)-2-(((S)-1-methylpyrrolidin-2-yl)methoxy)-6,7-dihydro-5H-pyrrolo[3,4-d]pyrimidin-4-yl)piperazine-1-carboxylate C(#N)C[C@@H]1N(CCN(C1)C=1C2=C(N=C(N1)OC[C@H]1N(CCC1)C)CN(C2)C2=C1CCCC1=CC=C2)C(=O)OCC2=CC=CC=C2